(3S,4S)-1-(7-(8-Ethyl-7-fluoro-3-hydroxynaphthalen-1-yl)-8-fluoro-2-(((2R,7aS)-2-fluorotetrahydro-1H-pyrrolizin-7a(5H)-yl)methoxy)pyrido[4,3-d]pyrimidin-4-yl)pyrrolidine-3,4-diol C(C)C=1C(=CC=C2C=C(C=C(C12)C1=C(C=2N=C(N=C(C2C=N1)N1C[C@@H]([C@H](C1)O)O)OC[C@]12CCCN2C[C@@H](C1)F)F)O)F